tert-butyl (R)-(9-(2-bromo-6-(3-((tert-butoxycarbonyl)amino)-3-(1H-tetrazol-5-yl)pyrrolidin-1-yl)-4-chlorobenzyl)-9H-purin-6-yl)(tert-butoxycarbonyl)carbamate BrC1=C(CN2C3=NC=NC(=C3N=C2)N(C(OC(C)(C)C)=O)C(=O)OC(C)(C)C)C(=CC(=C1)Cl)N1C[C@](CC1)(C1=NN=NN1)NC(=O)OC(C)(C)C